N-(2-amino-2-methylpropyl)-6-(7-methoxy-1H-indol-2-yl)pyrazine-2-carboxamide phenylethyl-3-methylcaffeate C1(=CC=CC=C1)CCOC(\C=C\C=1CC(O)(C(O)=CC1)C)=O.NC(CNC(=O)C1=NC(=CN=C1)C=1NC2=C(C=CC=C2C1)OC)(C)C